diethylene dipropyl orthocarbonate C(OCCC)(OCCC)(O)O.C=C.C=C